5-benzyl-N-((7R,7aR,8aS)-5-methyl-6-oxo-5,6,7,7a,8,8a-hexahydrocyclopropa[d]pyrazino[2,3-B]azepin-7-yl)-4H-1,2,4-triazole-3-carboxamide C(C1=CC=CC=C1)C=1NC(=NN1)C(=O)N[C@@H]1[C@H]2[C@@H](C3=C(N(C1=O)C)N=CC=N3)C2